2-methyl-4(3H)quinazolinone CC1=NC2=CC=CC=C2C(N1)=O